3-(Pyrrolidin-1-yl)cyclobutyl (8-amino-7-fluoro-6-(8-methyl-2,3-dihydro-1H-pyrido[2,3-b][1,4]oxazin-7-yl)isoquinolin-3-yl)carbamate NC=1C(=C(C=C2C=C(N=CC12)NC(OC1CC(C1)N1CCCC1)=O)C1=C(C2=C(OCCN2)N=C1)C)F